C(C=C)(=O)N1C[C@H]2N(C(C=3C=4N(N=NC4C(=C(C3)F)C3=CC=C(C=4SC(=C(C43)C#N)N)F)CC2)=O)CC1 (R)-4-((S)-9-Acryloyl-2-fluoro-12-oxo-7,7a,8,9,10,11-hexahydro-6H,12H-4,5,5a,9,11a-pentaazabenzo[5,6]cycloocta[1,2,3-cd]inden-3-yl)-2-amino-7-fluorobenzo[b]thiophene-3-carbonitrile